1-{[(2S)-4-ethylmorpholin-2-yl]methyl}-1H-pyrazol-4-amine C(C)N1C[C@H](OCC1)CN1N=CC(=C1)N